N-(2-(1-cyclopropyl-1H-pyrazol-4-yl)pyrimidin-4-yl)-5-isopropyl-8-((2R,3S)-2-methyl-3-((methanesulfonyl)methyl)azetidin-1-yl)isoquinolin-3-amine C1(CC1)N1N=CC(=C1)C1=NC=CC(=N1)NC=1N=CC2=C(C=CC(=C2C1)C(C)C)N1[C@@H]([C@H](C1)CS(=O)(=O)C)C